Dioxin-4-one C1C(=O)C=COO1